OC=1C(C(=CN2C3C(CCC(N(C(C12)=O)C3)C)(C)O)C(=O)NCC3=C(C=C(C=C3F)F)F)=O 6,13-dihydroxy-10,13-dimethyl-5,8-dioxo-N-[(2,4,6-trifluorophenyl)methyl]-2,9-diazatricyclo[7.4.1.02,7]tetradec-3,6-diene-4-carboxamide